FC1=CC=C(C=C1)C=1C(C(=C(NC1OC)C)C(=O)O)=O 5-(4-fluorophenyl)-6-methoxy-2-methyl-4-oxo-1,4-dihydropyridine-3-carboxylic acid